6-(Methylsulfonyl)-1,2,3,4-tetrahydroisoquinoline CS(=O)(=O)C=1C=C2CCNCC2=CC1